N2-(4-(1,5-dimethyl-1H-pyrazol-4-yl)-2-methoxyphenyl)-N8-(2-methoxy-2-methylpropyl)pyrido[3,4-d]pyrimidine-2,8-diamine CN1N=CC(=C1C)C1=CC(=C(C=C1)NC=1N=CC2=C(N1)C(=NC=C2)NCC(C)(C)OC)OC